3-iodobenzo[b]thiophene IC=1C2=C(SC1)C=CC=C2